C(C)C1C(C1)(C(=O)O)C1=CC=CC=C1.C1(=CC=CC=C1)C1(CC1)C(=O)OCC ethyl 1-phenylcyclopropanecarboxylate (ethyl 1-phenylcyclopropane-1-carboxylate)